NCC1=NOC=C1 (aminomethyl)isoxazole